[10-(cyanomethyl)-3,10-diazadodecan-3-yl]acetonitrile C(#N)CN(CCCCCCN(CC)CC#N)CC